1-bromo-2,4,5-trichlorobenzene BrC1=C(C=C(C(=C1)Cl)Cl)Cl